ClC=1C=C(C=CC1N1C(N(C=C1)C)=O)C1=C(C(=CC(=C1)F)C1=CC(=NC=C1)C1CN(CCC1)C(=O)OC(C)(C)C)OC tert-butyl 3-(4-(3'-chloro-5-fluoro-2-methoxy-4'-(3-methyl-2-oxo-2,3-dihydro-1H-imidazol-1-yl)-[1,1'-biphenyl]-3-yl)pyridin-2-yl)piperidine-1-carboxylate